(7R,14R)-1-(difluoromethoxy)-11-(4-(dimethylphosphoryl)-3-fluoro-5-methoxyphenyl)-6-(methyl-d3)-6,7-dihydro-7,14-methanobenzo[f]benzo[4,5]imidazo[1,2-a][1,4]diazocin-5(14H)-one FC(OC1=CC=CC=2C(N([C@H]3C=4N([C@@H](C21)C3)C3=C(N4)C=CC(=C3)C3=CC(=C(C(=C3)OC)P(=O)(C)C)F)C([2H])([2H])[2H])=O)F